C(C)NC1=C(C=C2C(=NC(=NC2=C1)C)N[C@H](C)C1=CC(=CC=C1)S(F)(F)(F)(F)F)P(C)(C)=O (R)-(7-(ethylamino)-2-methyl-4-((1-(3-(pentafluoro-λ6-sulfanyl)phenyl)ethyl)amino)Quinazolin-6-yl)dimethylphosphine oxide